2-((3-chloro-2-methylphenyl)amino)-N-(4-(3,3-dimethylpiperazin-1-yl)-3-fluorophenyl)benzamide ClC=1C(=C(C=CC1)NC1=C(C(=O)NC2=CC(=C(C=C2)N2CC(NCC2)(C)C)F)C=CC=C1)C